Cl.ClC1=C(N)C=CC=C1.ClC1=C(N)C=CC=C1 di(2-chloroaniline) hydrochloride